dimethylsilanediyl-(2-methyl-4-phenyl-1,5,6,7-tetrahydro-s-indacen-1-yl)(2-methyl-4-phenyl-1H-inden-1-yl)zirconium chloride [Cl-].C[Si](=[Zr+](C1C(=CC2=C(C=CC=C12)C1=CC=CC=C1)C)C1C(=CC2=C(C=3CCCC3C=C12)C1=CC=CC=C1)C)C